C(C)N1N=CC(=C1)C1=CC(=C(C=C1)C1=NOC(C1)(O)C(F)(F)F)F 3-[4-(1-ethylpyrazol-4-yl)-2-fluorophenyl]-5-(trifluoromethyl)-4H-1,2-oxazol-5-ol